C(CCCCC)C1(C2=CC(=CC=C2C=2C=CC(=CC12)B(O)O)B(O)O)CCCCCC 9,9-dihexylfluorene-2,7-diboronic acid